cis,cis-N1,N3,N-Tris(6-(di((9Z,12Z)-octadeca-9,12-dien-1-yl)amino)hexyl)-1,3,5-trimethylcyclohexane-1,3,5-tricarboxamide C(CCCCCCC\C=C/C\C=C/CCCCC)N(CCCCCCN(C(=O)C1(CC(CC(C1)(C(=O)N)C)(C(=O)NCCCCCCN(CCCCCCCCC=CCC=CCCCCC)CCCCCCCC\C=C/C\C=C/CCCCC)C)C)CCCCCCN(CCCCCCCC\C=C/C\C=C/CCCCC)CCCCCCCC\C=C/C\C=C/CCCCC)CCCCCCCC\C=C/C\C=C/CCCCC